NCC=1C=C(C=CC1)C=1C=CC2=C(C(=C(O2)C(C(F)(F)F)O)COC2=C(C=CC(=C2)OC)CC(=O)OCC)C1 ethyl 2-(2-((5-(3-(aminomethyl)phenyl)-2-(2,2,2-trifluoro-1-hydroxyethyl)benzofuran-3-yl)methoxy)-4-methoxyphenyl)acetate